5-(4-(3-(5-ethyl-4-((4-methoxybenzyl)oxy)pyrimidin-2-yl)cyclopent-2-en-1-yl)piperazin-1-yl)-6-fluoro-N-methylpicolinamide C(C)C=1C(=NC(=NC1)C1=CC(CC1)N1CCN(CC1)C=1C=CC(=NC1F)C(=O)NC)OCC1=CC=C(C=C1)OC